C[C@H]([C@@H](C)SC1=NC=CC=C1)CC=C 2-(((2R,3S)-3-methylhexan-5-en-2-yl)thio)pyridine